3-ethyl-6-(4-fluorobenzyl)-6H-imidazo[1',2':1,6]pyrido[3,4-b]indole C(C)C1=CN=C2C=C3C(N(C=4C=CC=CC34)CC3=CC=C(C=C3)F)=CN21